tert-Butyl 7-methyl-8-(4-methylpiperazin-1-yl)-5-oxo-1,5-dihydro-2H-chromeno[3,4-c]pyridine-3(4H)-carboxylate CC1=C(C=CC2=C1OC(C=1CN(CCC12)C(=O)OC(C)(C)C)=O)N1CCN(CC1)C